COC(C[C@H](CCCCCCCCC)O)=O (S)-3-hydroxydodecanoic acid methyl ester